C(C(=C)C)(=O)OCCP(O)(O)=O 2-(methacryloyloxy)ethyl-phosphonic acid